CC=1C(NC(NC1)=S)=S 5-methylpyrimidine-2,4(1H,3H)-dithione